BrC1=CC(=C(C(=O)NC[C@@H](O[Si](C)(C)C(C)(C)C)[C@H]2N(CC3=CC=CC=C3C2)C(=O)[O-])C=C1)OCCO (S)-3-((R)-2-(4-bromo-2-(2-hydroxyethoxy) benzoylamino)-1-((tert-butyldimethylsilyl) oxy) ethyl)-3,4-dihydroisoquinoline-2(1H)-carboxylate